2-(5-(2-oxo-3-(3,4,5-trifluorobenzyl)pyrrolidin-1-yl)-3-(pyridin-4-yl)-1H-pyrazol-4-yl)acetaldehyde O=C1N(CCC1CC1=CC(=C(C(=C1)F)F)F)C1=C(C(=NN1)C1=CC=NC=C1)CC=O